HYDROXYSTILBENE C1=CC=C(C=C1)C=CC2=CC=CC=C2O